1-hydroxymethylcyclopropyl-acetonitrile OCC1(CC1)CC#N